NC1C(N(CC1)CC1=CC=C(C=C1)F)=O 3-amino-1-(4-fluorobenzyl)pyrrolidin-2-one